N-{4-[4-(cyclopropylmethyl)-piperazine-1-carbonyl]phenyl}quinoline-8-sulfonamide C1(CC1)CN1CCN(CC1)C(=O)C1=CC=C(C=C1)NS(=O)(=O)C=1C=CC=C2C=CC=NC12